2-(benzo[d]oxazol-2-ylmethyl)-5-phenyl-2,7-naphthyridin-1(2H)-one O1C(=NC2=C1C=CC=C2)CN2C(C1=CN=CC(=C1C=C2)C2=CC=CC=C2)=O